3-(4-carbamoyl-5-nitropyridin-2-yl)-3,6-diazabicyclo[3.1.1]heptane-6-carboxylate C(N)(=O)C1=CC(=NC=C1[N+](=O)[O-])N1CC2N(C(C1)C2)C(=O)[O-]